2-chloro-2-(2-nitro-4-methylsulfonylphenyl)acetonitrile ClC(C#N)C1=C(C=C(C=C1)S(=O)(=O)C)[N+](=O)[O-]